isopropyl cis-2-(((1-(isoquinolin-1-yl)piperidin-4-yl)oxy)methyl)-3-((methylsulfonyl)amino)piperidine-1-carboxylate C1(=NC=CC2=CC=CC=C12)N1CCC(CC1)OC[C@@H]1N(CCC[C@@H]1NS(=O)(=O)C)C(=O)OC(C)C